N-(5-(2-(1-cyclopropylethyl)-7-(isopropylsulfinyl)-1-oxoisoindolin-5-yl)-4-methylthiazol-2-yl)acetamide C1(CC1)C(C)N1C(C2=C(C=C(C=C2C1)C1=C(N=C(S1)NC(C)=O)C)S(=O)C(C)C)=O